(3R)-3-({2-[4-(cyclopropoxy)phenyl][1,2,4]triazolo[1,5-c]quinazolin-5-yl}amino)azepin-2-one C1(CC1)OC1=CC=C(C=C1)C1=NN2C(=NC=3C=CC=CC3C2=N1)NC=1C(N=CC=CC1)=O